N-(azetidin-3-ylmethyl)-3-(6-morpholino-1H-benzo[d]imidazol-2-yl)-1H-indazole-5-carboxamide N1CC(C1)CNC(=O)C=1C=C2C(=NNC2=CC1)C1=NC2=C(N1)C=C(C=C2)N2CCOCC2